1-benzyl-3-(2-ethoxy-2-oxoethyl)-5-(4-(hydroxymethyl)phenyl)pyridin-1-ium bromide [Br-].C(C1=CC=CC=C1)[N+]1=CC(=CC(=C1)C1=CC=C(C=C1)CO)CC(=O)OCC